(S)-N-(2,7-dimethyl-2H-pyrazolo[3,4-c]pyridin-5-yl)-4-(3-methylpiperazin-1-yl)-2,3-dihydro-1H-pyrrolo[2,3-b]pyridine-1-carboxamide 2,2,2-trifluoroacetate FC(C(=O)O)(F)F.CN1N=C2C(=NC(=CC2=C1)NC(=O)N1CCC=2C1=NC=CC2N2C[C@@H](NCC2)C)C